BrC=1C=C(C(=C2C=CNC12)COC1OCCCC1)OC 7-bromo-5-methoxy-4-(((tetrahydro-2H-pyran-2-yl)oxy)methyl)-1H-indole